O=C1NC=CC=C1 2-oxo-1H-pyridin